CC(C=C)(OCC(COCC#C)O)C 1-(1,1-dimethylallyloxy)-3-(propargyloxy)-2-propanol